C(CCCCCCCC)N(C1=CC=CC=C1)C1=C(C=CC=C1)CCCCCCCCC nonyl-N-(nonylphenyl)aniline